trans-2-((bis(tert-butoxycarbonyl)amino)methyl)cyclopropane-1-carboxylic acid C(C)(C)(C)OC(=O)N(C(=O)OC(C)(C)C)C[C@H]1[C@@H](C1)C(=O)O